Iodoacetic Acid Sodium Salt [Na+].ICC(=O)[O-]